tert-Butyl ((R)-1-(7-((S)-1-(2-(3,3-difluorocyclobutyl)acetamido)-2-methoxyethyl)imidazo[1,2-b]pyridazin-2-yl)-2-((1,1,1-trifluoro-2-methylpropan-2-yl)oxy)ethyl)carbamate FC1(CC(C1)CC(=O)N[C@H](COC)C1=CC=2N(N=C1)C=C(N2)[C@H](COC(C(F)(F)F)(C)C)NC(OC(C)(C)C)=O)F